COC1=C(C=C(C=C1)OC)C(C(C(=O)[O-])C)O 3-(2,5-dimethoxy phenyl)-3-hydroxy-2-methylpropionate